N-(1-(4-chlorophenyl)-2-methylpropan-2-yl)-1-methyl-1H-pyrrolo[2,3-b]pyridine-5-carboxamide ClC1=CC=C(C=C1)CC(C)(C)NC(=O)C=1C=C2C(=NC1)N(C=C2)C